C(CCC)[Sn](C(=C)OCC)(CCCC)CCCC tri-butyl-(1-ethoxyvinyl)stannane